ClC1=C(C=CC=C1C1=C(C(=NC=C1)C1=CC(=CC(=C1)OC)C=O)Cl)C1=NC(=C(C=O)C=C1)OC 6-(2-chloro-3-(3-chloro-2-(3-formyl-5-methoxyphenyl)pyridin-4-yl)phenyl)-2-methoxynicotinaldehyde